perfluorononoxybenzoamide FC=1C(=C(C(=O)N)C(=C(C1F)F)F)OC(C(C(C(C(C(C(C(C(F)(F)F)(F)F)(F)F)(F)F)(F)F)(F)F)(F)F)(F)F)(F)F